FC=1C(=CC=2C3=C(N=C(C2C1)NC)COC[C@@H]3N(C(=O)NC3=CC(=C(C=C3)F)C(F)F)C)F (R)-1-(8,9-difluoro-6-(methylamino)-1,4-dihydro-2H-pyrano[3,4-c]isoquinolin-1-yl)-3-(3-(difluoromethyl)-4-fluorophenyl)-1-methylurea